2-(6-phenoxypyridin-3-yl)phenol O(C1=CC=CC=C1)C1=CC=C(C=N1)C1=C(C=CC=C1)O